1-[5-ethylsulfanyl-6-[4-oxo-7-(trifluoromethyl)chromen-3-yl]-3-pyridyl]cyclopropane-carbonitrile C(C)SC=1C=C(C=NC1C1=COC2=CC(=CC=C2C1=O)C(F)(F)F)C1(CC1)C#N